CN(C)\C=N\C1=C2C(=NC=C1)N(N=C2C2CN(C2)C(=O)OC(C)(C)C)C2=CC=C(C=C2)OC(F)(F)F (E)-tert-butyl 3-(4-(((dimethylamino)methylene)amino)-1-(4-(trifluoromethoxy)phenyl)-1H-pyrazolo[3,4-b]pyridin-3-yl)azetidine-1-carboxylate